biphenyl-1,2-dicarboxylic anhydride C12(C(C=CC=C1)C(=O)OC2=O)C2=CC=CC=C2